ClC1=CC(=NC(=C1)C1=C(C=CC=C1C)C)NS(=O)(=O)C1=CC(=CC=C1)[N+](=O)[O-] N-[4-chloro-6-(2,6-dimethylphenyl)-2-pyridyl]-3-nitro-benzenesulfonamide